C1(CCC1)C(=O)N1CCN(CC1)C1=CC=C(C=C1)NC(=O)C=1C(NC=CC1NC1=C(C2=C(OCCN2)N=C1)C)=O N-(4-(4-(cyclobutanecarbonyl)piperazin-1-yl)phenyl)-4-((8-methyl-2,3-dihydro-1H-pyrido[2,3-b][1,4]oxazin-7-yl)amino)-2-oxo-1,2-dihydropyridine-3-carboxamide